CO[C@@H]1CNCC[C@H]1NC1=CC=C2C(=NN(C2=C1)C)C1C(NC(CC1)=O)=O 3-(6-(((3R,4R)-3-methoxypiperidin-4-yl)amino)-1-methyl-1H-indazol-3-yl)piperidine-2,6-dione